C(C)(C)C1=NC=C(C(=O)N[C@@H](C)C2=CC=C(C=C2)NC(OCC2=CC=C(C=C2)Cl)=O)C=C1 4-chlorobenzyl (S)-(4-(1-(6-isopropylnicotinamido)eth-yl)phenyl)carbamate